Benzyl (14-hydroxy-3,6,9,12-tetraoxatetradecyl)(methyl)carbamate OCCOCCOCCOCCOCCN(C(OCC1=CC=CC=C1)=O)C